COC(=O)C=1C=C2C=CN(C2=CC1)CC1(CC=CC=C1)OC1CCCC1 1-(4-cyclopentyloxy)benzyl-1H-indole-5-carboxylic acid methyl ester